C(C1=CC=CC=C1)N1CC(CCC1)C1=CC=NC=2N1N=C(C2CN(C)CC2CC2)C 1-(7-(1-Benzylpiperidin-3-yl)-2-methylpyrazolo[1,5-a]pyrimidin-3-yl)-N-(cyclopropylmethyl)-N-methylmethanamine